COC(=O)C1N(CCN(C1)C)C(=O)OC(C)(C)C 4-methylpiperazine-1,2-dicarboxylic acid 1-tert-butyl 2-methyl ester